phenylethynyl-6-(trifluoromethyl)pyridine C1(=CC=CC=C1)C#CC1=NC(=CC=C1)C(F)(F)F